(chloromethyl)tris(1-methylethoxy)silane ClC[Si](OC(C)C)(OC(C)C)OC(C)C